C(C)(C)(C)OC(=O)NCCN(C1=NC=NC2=C(C(=C(C=C12)Cl)C1=CC=C(C2=C1N=C(S2)NC(OC(C)(C)C)=O)F)F)C tert-butyl (4-(4-((2-((tert-butoxycarbonyl)amino)ethyl)(methyl)amino)-6-chloro-8-fluoroquinazolin-7-yl)-7-fluorobenzo[d]thiazol-2-yl)carbamate